C(C(C)C)N1CC=2NN=C(C2C1)C(=O)N1CCC(CC1)C1=C(C=CC=C1)C(F)(F)F (5-isobutyl-1,4,5,6-tetrahydropyrrolo[3,4-c]pyrazol-3-yl)(4-(2-(trifluoromethyl)phenyl)piperidin-1-yl)methanone